6,6-dimethyl-6,7-dihydro-4H-pyrazolo[5,1-c][1,4]Oxazine-2-carboxylic acid ethyl ester C(C)OC(=O)C1=NN2C(COC(C2)(C)C)=C1